3-(allyloxy)prop-1-ene tert-butyl-4-(6-((5-fluoro-4-(8-fluoro-4-isopropyl-3,4-dihydro-2H-benzo[b][1,4]oxazin-6-yl)pyrimidin-2-yl)amino)pyridin-3-yl)piperidine-1-carboxylate C(C)(C)(C)OC(=O)N1CCC(CC1)C=1C=NC(=CC1)NC1=NC=C(C(=N1)C1=CC2=C(OCCN2C(C)C)C(=C1)F)F.C(C=C)OCC=C